2-[[(1S,2S)-2-methoxycyclopentyl]amino]-1-methyl-4H-imidazol-5-one CO[C@@H]1[C@H](CCC1)NC=1N(C(CN1)=O)C